6-(4-amino-6-quinolyl)-N-(8-methyl-8-azabicyclo[3.2.1]octan-3-yl)pyridine-2-carboxamide NC1=CC=NC2=CC=C(C=C12)C1=CC=CC(=N1)C(=O)NC1CC2CCC(C1)N2C